N-(2-(3,8-diazabicyclo[3.2.1]oct-8-yl)-5-fluoropyrimidin-4-yl)-1H-indazol-5-amine C12CNCC(CC1)N2C2=NC=C(C(=N2)NC=2C=C1C=NNC1=CC2)F